(S)-tert-butyl ((3-bromo-8,8-dimethyl-7,8-dihydro-2H-1,6,9-trioxa-9a-borabenzo[cd]azulen-2-yl)methyl)carbamate BrC1=CC=C2C3=C1[C@H](OB3OC(CO2)(C)C)CNC(OC(C)(C)C)=O